5-(hydrazinecarbonyl)-2-methylbenzoic acid methyl ester hydrochloride Cl.COC(C1=C(C=CC(=C1)C(=O)NN)C)=O